OCCN1CCN(CCC1)C1=CC=C(C=C1)NC1=NC(=NC=2C=NNC(C21)=O)N2CCC(CC2)CC#N 2-(1-(4-((4-(4-(2-hydroxyethyl)-1,4-diazepan-1-yl)phenyl)amino)-5-oxo-5,6-dihydropyrimido[4,5-d]pyridazin-2-yl)piperidin-4-yl)acetonitrile